C(C1=CC=CC=C1)S(=O)(=O)N1C=CC=2C3=C(C=CC12)C(CCCC3)=O 3-toluenesulfonyl-7,8,9,10-tetrahydrocyclohepta[e]indol-6(3H)-one